C(#N)C1=CC=2N(N=C1)C(=CC2)C2=CC(=C(C=N2)C2=NN=C(S2)N2C[C@H]1CC[C@@H](C2)C1NC([C@H](C)O)=O)NC(C)C (S)-N-((1R,5S,8S)-3-(5-(6-(3-cyanopyrrolo[1,2-b]pyridazin-7-yl)-4-(isopropylamino)pyridin-3-yl)-1,3,4-thiadiazol-2-yl)-3-azabicyclo[3.2.1]oct-8-yl)-2-hydroxypropionamide